Tert-Butyl 6-[[1-cyclopropyl-3-(trifluoromethyl)pyrazol-4-yl]methyl]-2-azaspiro[3.3]heptane-2-carboxylate C1(CC1)N1N=C(C(=C1)CC1CC2(CN(C2)C(=O)OC(C)(C)C)C1)C(F)(F)F